FC(C(=O)O)(F)F.C1(CCCC1)COC=1C=C(OC=2N=NNC2C(=O)O)C=CC1 4-(3-(cyclopentylmethoxy)phenoxy)-1H-1,2,3-triazole-5-carboxylic acid 2,2,2-trifluoroacetate